C(C)(C)(C)OC(=O)N1C2CN(CC1CC2)C=2C1=C(N=C(N2)Cl)CN(CC1)C(=O)OCC1=CC=CC=C1 benzyl 4-(8-(tert-butoxycarbonyl)-3,8-diazabicyclo[3.2.1]oct-3-yl)-2-chloro-5,8-dihydropyrido[3,4-d]pyrimidine-7(6H)-carboxylate